Cl.CC1=C(C=C(C=C1)N1C(=NC2=CC=CC=C2C1=O)C=1C=NC=CC1)O 3-(4-Methyl-3-Hydroxyphenyl)-2-(Pyridin-3-yl)Quinazolin-4(3H)-One Hydrochloride